C1(CC1)C(C)C1CC1 dicyclopropanylethan